FC1=C(C(=CC(=C1)C=1C=NC=C(C1)OC)O)N1CC(NS1(=O)=O)=O 5-[2-fluoro-6-hydroxy-4-(5-methoxy-3-pyridinyl)phenyl]-1,1-dioxo-1,2,5-thiadiazolidin-3-one